glutathione hydrochloride salt Cl.N[C@H](C(=O)O)CCC(=O)N[C@@H](CS)C(=O)NCC(=O)O